BrC=1C=C2C(=NC1)NC=C2CCN(C2CC2)C N-(2-(5-bromo-1H-pyrrolo[2,3-b]pyridin-3-yl)ethyl)-N-methylcyclopropanamine